Cyclohexylethylammonium C1(CCCCC1)CC[NH3+]